1-oxo-6-ureido-1,3-dihydrospiro[indene-2,4'-piperidine]-1'-carboxylic acid tert-butyl ester C(C)(C)(C)OC(=O)N1CCC2(CC1)C(C1=CC(=CC=C1C2)NC(=O)N)=O